N1([C@@H](CCC1)C(=O)ON1C(CCC1=O)=O)C(=O)OC(C)(C)C 1-(tert-butyl) 2-(2,5-dioxopyrrolidin-1-yl) (S)-pyrrolidine-1,2-dicarboxylate